1-cyclopropyl-2-methoxy-N-((5-(trifluoromethyl)pyridin-2-yl)methyl)ethanamine C1(CC1)C(COC)NCC1=NC=C(C=C1)C(F)(F)F